CC1=C(OC2=C(C1=O)C=C(C=C2[C@@H](C)NC2=C(C(=O)NN)C=CC=C2)C)C2=CC=CC=C2 2-[[(1R)-1-(3,6-dimethyl-4-oxo-2-phenyl-benzopyran-8-yl)ethyl]amino]benzoyl-hydrazine